N(=[N+]=[N-])C1C[C@H]2[C@](O1)(CCC1C(CCC[C@@]12C)(C)C)C (3aR,9aS,9bR)-2-azido-3a,6,6,9a-tetramethyldodecahydronaphtho[2,1-b]furan